(S)-1-methylpyrrolidin-3-yl 6-(5-(6-methylpyridin-2-yl)-1H-pyrazol-4-yl)quinoline-3-carboxylate CC1=CC=CC(=N1)C1=C(C=NN1)C=1C=C2C=C(C=NC2=CC1)C(=O)O[C@@H]1CN(CC1)C